OC[C@H]1NCC[C@@H](C1)N(C=1SC2=C(N=NC(=C2)C2=C(C=C(C=C2)C=2C=NNC2)O)N1)C 2-(6-{[(2S,4S)-2-(Hydroxymethyl)piperidin-4-yl](methyl)amino}[1,3]thiazolo[4,5-c]pyridazin-3-yl)-5-(1H-pyrazol-4-yl)phenol